C(N)(OCC(C(=O)NC(C1=CC=C(C=C1)Cl)C1=CC=C(C=C1)Cl)OC(N)=O)=O (3-((bis(4-chlorophenyl) methyl) amino)-3-oxopropane-1,2-diyl) dicarbamate